tris-(isopropyl phenyl) phosphate P(=O)(OC1=C(C=CC=C1)C(C)C)(OC1=C(C=CC=C1)C(C)C)OC1=C(C=CC=C1)C(C)C